5-(benzofuran-2-yl)-2,4-dichloropyrimidine O1C(=CC2=C1C=CC=C2)C=2C(=NC(=NC2)Cl)Cl